((2R,3R,4R,5S,6S)-3,4,5-tris(benzyloxy)-6-(4-chloro-3-(4-ethoxybenzyl)phenyl)tetrahydro-2H-pyran-2-yl)cinnamic acid methyl ester COC(C(=CC1=CC=CC=C1)[C@H]1O[C@H]([C@@H]([C@H]([C@@H]1OCC1=CC=CC=C1)OCC1=CC=CC=C1)OCC1=CC=CC=C1)C1=CC(=C(C=C1)Cl)CC1=CC=C(C=C1)OCC)=O